ClC=1C=C(C=CC1)C1=NC(=NO1)C=1C=CC(N(N1)CC1=CN=C(S1)CC)=O 6-(5-(3-chlorophenyl)-1,2,4-oxadiazol-3-yl)-2-((2-ethyl-thiazol-5-yl)methyl)pyridazin-3(2H)-one